CCCCCCCCCCCC(=O)OC[C@H](COP(=O)([O-])[O-])OC(=O)CCCCCCCCCCC The molecule is a 1-acyl-2-dodecanoyl-sn-glycerol-3-phosphate(2-) obtained by deprotonation of the phosphate OH groups of 1,2-dilauroyl-sn-glycero-3-phosphate; major species at pH 7.3. It is a conjugate base of a 1,2-dilauroyl-sn-glycero-3-phosphate.